C(=C)C1=C(C=CC=C1)C1=CC2=CC=CC=C2C=C1 2-vinyl-(2-naphthyl)benzene